(1-(4-cyanobenzyl)-4-(3-((4,5-dihydroxy-9,10-dioxo-9,10-dihydroanthracene-2-carbonyl)oxy)propyl)pyridin-1-ium) bromide salt [Br-].C(#N)C1=CC=C(C[N+]2=CC=C(C=C2)CCCOC(=O)C2=CC=3C(C4=CC=CC(=C4C(C3C(=C2)O)=O)O)=O)C=C1